tert-butyl (2-(dibenzylamino)-3-fluoropropyl)carbamate C(C1=CC=CC=C1)N(C(CNC(OC(C)(C)C)=O)CF)CC1=CC=CC=C1